3-{[(3S)-5-[4-(3-aminopropyl)-1,4-diazepan-1-yl]-3-(benzyloxy)pentyl]oxy}-4,5-dimethoxybenzoic acid methyl ester dihydrochloride Cl.Cl.COC(C1=CC(=C(C(=C1)OC)OC)OCC[C@H](CCN1CCN(CCC1)CCCN)OCC1=CC=CC=C1)=O